(3-(isopropylthio)pyridin-2-yl)methylamine C(C)(C)SC=1C(=NC=CC1)CN